5,7-di-tert-butyl-3-[4-(2-hydroxyethoxy)phenyl]-benzofuran C(C)(C)(C)C=1C=C(C2=C(C(=CO2)C2=CC=C(C=C2)OCCO)C1)C(C)(C)C